CC1(C(C(OC1)=O)NC(OC(C)(C)C)=O)C tert-Butyl (4,4-dimethyl-2-oxooxolan-3-yl)carbamate